ethyl 4-((5-((5-mesitylquinazolin-2-yl)amino)-2-methylphenyl)carbamoyl)benzoate C1(=C(C(=CC(=C1)C)C)C1=C2C=NC(=NC2=CC=C1)NC=1C=CC(=C(C1)NC(=O)C1=CC=C(C(=O)OCC)C=C1)C)C